COC(=O)C=1C=C2C=CN(C2=CC1)CC1=CC=C(C=C1)C 1-(4-methylbenzyl)-1H-indole-5-carboxylic acid methyl ester